C(C1=CC=CC=C1)OC1=C(C=C(C=C1)F)C1(C(C1)CCO)NC(OC(C)(C)C)=O tert-butyl (1-(2-(benzyloxy)-5-fluorophenyl)-2-(2-hydroxyethyl)cyclopropyl)carbamate